4-(5-chloropentyloxyl)benzoyl-L-lysine ClCCCCCOC1=CC=C(C(=O)N[C@@H](CCCCN)C(=O)O)C=C1